C1(CCC1)C(C(=O)OC1CC(C1)O)(C)C cyclobutane-1,3-diol cyclobutyl-isobutyrate